(piperazino) phosphorodiamidate P(ON1CCNCC1)(=O)(N)N